COC1OC(C2=NC(=CC=C21)NC2=NC=C(C(=C2)N[C@H](CO)C2=CC=CC=C2)C2=NC1(CO2)CCOCC1)(C)C (2S)-2-((2-((5-methoxy-7,7-dimethyl-5,7-dihydrofuro[3,4-b]pyridin-2-yl)amino)-5-(3,8-dioxa-1-azaspiro[4.5]dec-1-en-2-yl)pyridin-4-yl)amino)-2-phenylethan-1-ol